ClC=1C=CC=C2C(C=C(OC12)C1=C(OCCN2CCCC2)C=CC=C1)=O (2S)-1-[2-[2-(8-Chloro-4-oxochromen-2-yl)phenoxy]ethyl]pyrrolidin